5-(5-bromo-4-hydroxyimidazo[5,1-f][1,2,4]triazin-7-yl)tetrahydro-2H-pyran-2-carboxylic acid ethyl ester C(C)OC(=O)C1OCC(CC1)C1=NC(=C2C(=NC=NN21)O)Br